2-amino-3-methyl-N-((1S)-2-methyl-1-(2-pyrimidinyl)propyl)-N-((5-(trifluoromethyl)-2-pyridinyl)methyl)-6-quinolinecarboxamide NC1=NC2=CC=C(C=C2C=C1C)C(=O)N(CC1=NC=C(C=C1)C(F)(F)F)[C@@H](C(C)C)C1=NC=CC=N1